C1(CC1)C(=O)N1CCN(CC1)CC1=CC=C2N=C(C(NC2=C1)=O)CC 7-((4-(cyclopropanecarbonyl)piperazin-1-yl)methyl)-3-ethylquinoxalin-2(1H)-one